C1(=CC=CC=C1)N1C[C@H](CCC1(C)C)N phenyl-(3S)-6,6-dimethylpiperidin-3-amine